Methyl ((1R,6R,E)-6-hydroxy-1-methylcyclooct-4-ene-1-carbonyl)glycinate O[C@H]1/C=C/CC[C@](CC1)(C(=O)NCC(=O)OC)C